COC1=CC=C(C=C1)NCC1=CC=C(C#N)C=C1 4-[(4-methoxyphenyl)aminomethyl]benzonitrile